2-[5-Fluoro-2-[(1-methylsulfonylpiperidin-4-yl)amino]pyrimidin-4-yl]-3-methylspiro[5H-thieno[2,3-c]pyrrole-6,1'-cyclopropane]-4-one FC=1C(=NC(=NC1)NC1CCN(CC1)S(=O)(=O)C)C1=C(C2=C(S1)C1(CC1)NC2=O)C